[C@H]12CNC[C@H](CC1)N2C2=NC(=NC1=C(C(=C(C=C21)F)C2=CC(=CC1=CC=C(C(=C21)CC)F)O)F)OC[C@H]2N(C[C@@H](C2)F)C 4-(4-((1R,5S)-3,8-diazabicyclo[3.2.1]octan-8-yl)-6,8-difluoro-2-(((2S,4R)-4-fluoro-1-methylpyrrolidin-2-yl)methoxy)quinazolin-7-yl)-5-ethyl-6-fluoronaphthalen-2-ol